NC=1C2=C(N=CN1)N(C=C2)[C@H]2[C@@H]([C@@H]([C@H](C2)CCC2=CC=C1C=C3C(=NC1=C2)NCC3)O)O (1R,2S,3R,5S)-3-(4-amino-7H-pyrrolo[2,3-d]pyrimidin-7-yl)-5-(2-(2,3-dihydro-1H-pyrrolo[2,3-b]quinolin-7-yl)ethyl)-cyclopentane-1,2-diol